NC=1C(NC(C(C1)=N)NC=1C(=NN2C1C=CC=C2)OCCOCCO)=NC=2C(=NN1C2C=CC=C1)OCCOCCO 2-{2-[(3-{[3-Amino-6-({2-[2-(2-hydroxyethoxy)ethoxy]pyrazolo[1,5-a]pyridin-3-yl}amino)-5-imino-5,6-dihydropyridin-2(1H)-yliden]amino}pyrazolo[1,5-a]pyridin-2-yl)oxy]ethoxy}ethanol